6-fluoro-4-methoxy-2-(1-phenyl-1H-imidazol-4-yl)-5-(trifluoromethyl)pyrimidine FC1=C(C(=NC(=N1)C=1N=CN(C1)C1=CC=CC=C1)OC)C(F)(F)F